4-benzoylbenzoic acid, succinimidyl ester C(C1=CC=CC=C1)(=O)C1=CC=C(C(=O)ON2C(CCC2=O)=O)C=C1